BrC(C(F)(F)F)C1=CC=C(C=C1)OC 1-(1-bromo-2,2,2-trifluoroethyl)-4-methoxybenzene